tetramethylene-bis(1,3-oxazoline) O1C(=NCC1)CCCCC=1OCCN1